tert-butyl (7-(2-(4-(4-acryloylpiperazin-1-yl)-6-chloro-8-fluoroquinazolin-7-yl)-3-fluorophenoxy)heptyl)carbamate C(C=C)(=O)N1CCN(CC1)C1=NC=NC2=C(C(=C(C=C12)Cl)C1=C(OCCCCCCCNC(OC(C)(C)C)=O)C=CC=C1F)F